FC=1C(N(C=NC1C(F)(F)F)CC=1C(=NC(=NC1C)C)OC)=O 5-fluoro-3-((4-methoxy-2,6-dimethylpyrimidin-5-yl)methyl)-6-(trifluoromethyl)pyrimidin-4(3H)-one